1-[4-(2,3-dimethylphenyl)piperazin-1-yl]-2-{3-[4-(hydroxymethyl)piperidine-1-carbonyl]-5,6-dihydrocyclopenta[c]pyrazol-1(4H)-yl}ethan-1-one CC1=C(C=CC=C1C)N1CCN(CC1)C(CN1N=C(C2=C1CCC2)C(=O)N2CCC(CC2)CO)=O